[N+](=O)([O-])C1=C2CN(C(C2=CC=C1)=O)C1C(NC(CC1)=O)=O 3-(4-nitro-1-oxo-1,3-dihydro-isoindol-2-yl)piperidine-2,6-dione